(Z)-5-((1H-pyrrolo[3,2-c]pyridin-3-yl)methylene)-3-isopropyl-2-thioxothiazolidin-4-one N1C=C(C=2C=NC=CC21)\C=C/2\C(N(C(S2)=S)C(C)C)=O